1-(5-{difluoro[p-(trifluoromethyl)phenyl]methyl}-1,2,3,4-tetrahydro-2-isoquinolyl)-3-(trifluoromesyl)-1-propanone FC(C1=C2CCN(CC2=CC=C1)C(CCS(=O)(=O)C(F)(F)F)=O)(C1=CC=C(C=C1)C(F)(F)F)F